COC1=C(CC2(CC2)O)C=C(C(=C1)CCC)OC 1-(2,5-dimethoxy-4-propylbenzyl)cyclopropan-1-ol